6-((6-fluoro-5-(4-(4-isopropylpiperazin-1-yl)phenyl)pyridin-2-yl)amino)-3,4-dihydroisoquinolin-1(2H)-one FC1=C(C=CC(=N1)NC=1C=C2CCNC(C2=CC1)=O)C1=CC=C(C=C1)N1CCN(CC1)C(C)C